O-((2R,3R,4S,5R)-2-(4-amino-5-fluoro-2-oxopyrimidin-1(2H)-yl)-4-(benzyloxy)-5-((benzyloxy)methyl)-5-methyltetrahydrofuran-3-yl) O-phenyl carbonothioate C(O[C@H]1[C@@H](O[C@]([C@H]1OCC1=CC=CC=C1)(C)COCC1=CC=CC=C1)N1C(N=C(C(=C1)F)N)=O)(OC1=CC=CC=C1)=S